2-ethyl-1,3,4-trimethyl-imidazolemaleic acid C(C)C1(N(C=C(N1C)C)C)/C(=C/C(=O)O)/C(=O)O